N-(5-((6-((S)-3-(3-chloro-2-fluorobenzyl)isoxazolidine-2-yl)pyrimidine-4-yl)amino)-2-(4-(4-cyclopropylpiperazine-1-yl)piperidine-1-yl)-4-methoxyphenyl)acrylamide ClC=1C(=C(C[C@@H]2N(OCC2)C2=CC(=NC=N2)NC=2C(=CC(=C(C2)NC(C=C)=O)N2CCC(CC2)N2CCN(CC2)C2CC2)OC)C=CC1)F